((3,5-dichloro-4-((5-isopropyl-6-oxo-1,6-dihydropyridazin-3-yl) oxy) phenoxy) methyl) diethyl phosphate P(=O)(OCOC1=CC(=C(C(=C1)Cl)OC1=NNC(C(=C1)C(C)C)=O)Cl)(OCC)OCC